N-(4-{1-[(3-fluoro-4-methylphenyl)carbonyl]piperidin-4-yl}butyl)-1H-pyrrolo[3,2-c]pyridine-2-carboxamide FC=1C=C(C=CC1C)C(=O)N1CCC(CC1)CCCCNC(=O)C1=CC=2C=NC=CC2N1